(S)-N-(3-(3,4-Dihydroisochinolin-2(1H)-yl)-2-hydroxypropyl)-6-(1-methyl-6-oxo-1,6-dihydropyridin-3-yl)imidazo[1,2-a]pyrazin-2-carboxamid C1N(CCC2=CC=CC=C12)C[C@H](CNC(=O)C=1N=C2N(C=C(N=C2)C2=CN(C(C=C2)=O)C)C1)O